ClC1=CC=C2C(=C(NC2=C1)C(=O)N1CCC(CC1)=CC=1C=C2CN(C(C2=CC1)=O)C1C(NC(CC1)=O)=O)C 3-(5-((1-(6-chloro-3-methyl-1H-indole-2-carbonyl)piperidin-4-ylidene)methyl)-1-oxoisoindolin-2-yl)piperidine-2,6-dione